N1=C(NC2=C1C=CC=C2)CN(CC(CN(CC=2NC1=C(N2)C=CC=C1)CC=1NC2=C(N1)C=CC=C2)O)CC=2NC1=C(N2)C=CC=C1 N,N,N',N'-Tetrakis-(2-benzimidazolylmethyl)-2-hydroxy-1,3-diaminopropan